N-(4-((4'-fluoro-[1,1'-biphenyl]-4-yl)amino)benzyl)-N-hydroxypivalamide FC1=CC=C(C=C1)C1=CC=C(C=C1)NC1=CC=C(CN(C(C(C)(C)C)=O)O)C=C1